C(C(C)C)O[Ti](OC)(OC)OCC(C)C diisobutyloxydimethoxytitanium